C(#N)CO[Si](OC)(OC)CCCOC(C)(C)C cyano-t-butyloxypropyl-trimethoxysilane